CC1=CC=C(C(=O)C=[S](C)(C)Br)C=C1 4-(methyl)benzoylmethylenedimethyl-sulfur bromide